C12CNCCC2(C1)C1=C2C(=C3C(=N1)NC(=C3)C=3C=NN(C3)CC(C)(C)O)N(C(N2C)=O)C(C)C (3-azabicyclo[4.1.0]hept-6-yl)-7-(1-(2-hydroxy-2-methylpropyl)-1H-pyrazol-4-yl)-1-isopropyl-3-methyl-3,6-dihydroimidazo[4,5-d]pyrrolo[2,3-b]pyridin-2(1H)-one